8-fluoro-5-(4-{2-[3-(fluoromethyl)azetidin-1-yl]ethoxy}phenyl)-5H-[1]benzopyrano[4,3-c]quinolin-2-ol FC1=CC2=C(C=C1)C=1C=NC=3C=C(C=CC3C1C(O2)C2=CC=C(C=C2)OCCN2CC(C2)CF)O